2-[2-(aminomethyl)-3,3-difluoro-allyl]-4-[[3-methyl-5-(4-piperazin-1-ylphenyl)-2-thienyl]methyl]-1,2,4-triazol-3-one NCC(CN1N=CN(C1=O)CC=1SC(=CC1C)C1=CC=C(C=C1)N1CCNCC1)=C(F)F